N1C(=NC2=C1C=CC=C2)C2=CC(=NN2CC2=CC=C(C=C2)OC)NC(=O)C2=CC(=C(OCC(=O)OCC)C=C2)Cl ethyl 2-[4-[[5-(1H-benzimidazol-2-yl)-1-[(4-methoxyphenyl)-methyl]pyrazol-3-yl]carbamoyl]-2-chloro-phenoxy]acetate